CC1=C(N=C(S1)C(F)(F)F)C1=C(C=CC=C1)C 5-methyl-4-(o-tolyl)-2-(trifluoromethyl)thiazole